bis-(1-isocyanato-1-methyl-ethyl)naphthalene N(=C=O)C(C)(C)C1=C(C2=CC=CC=C2C=C1)C(C)(N=C=O)C